O=C(C(=O)O)N1C(CCCC1)C=1C=C2C3(C(NC2=CC1)=O)CC3 2-oxo-2-(2-(2'-oxospiro[cyclopropane-1,3'-indolin]-5'-yl)piperidin-1-yl)acetic acid